C[C@H](CCCC(C)C)[C@H]1CC[C@@H]2[C@@]1(CCC3=C2CC[C@@H]4[C@@]3(CC[C@@H](C4(C)C)O)C)C The molecule is a cholestanoid that is 5alpha-cholesta-8-en-3beta-ol bearing two additional methyl substituents at position 4. It has a role as a mouse metabolite. It is a 3beta-sterol, a cholestanoid and a tetracyclic triterpenoid.